OC(=O)C(F)(F)F.ClC1=C(C=CC=C1C(F)(F)F)C1C(=NC=CC1=O)C (2-chloro-3-(trifluoromethyl)phenyl)-2-methylpyridin-4(3H)-one TFA salt